Cl.NC1CCN(CC1)C(C)=O 1-(4-aminopiperidin-1-yl)ethan-1-one hydrochloride salt